methyl (S)-2,2-difluoro-3-(3-oxo-5-phenyl-6,7-dihydro-3H-pyrrolo[2,1-c][1,2,4]triazol-2(5H)-yl)bicyclo[1.1.1]pentane-1-carboxylate FC1(C2(CC1(C2)N2N=C1N(C2=O)[C@@H](CC1)C1=CC=CC=C1)C(=O)OC)F